BrC1=C(C=CC(=N1)N1N=CC(=C1C(F)(F)F)C(=O)O)F (6-bromo-5-fluoropyridin-2-yl)-5-(trifluoromethyl)-1H-pyrazole-4-carboxylic acid